CC1=NNC(C1)=O (E)-3-methyl-1H-pyrazol-5(4H)-one